Bis(benzoxazole-2-yl)thiophene O1C(=NC2=C1C=CC=C2)C2=C(SC=C2)C=2OC1=C(N2)C=CC=C1